tert-butyl 4-(6-amino-5-fluoro-3-pyridyl)-3,6-dihydro-2H-pyridine-1-carboxylate NC1=C(C=C(C=N1)C=1CCN(CC1)C(=O)OC(C)(C)C)F